3-(1-(2-fluoroacryloyl)azetidin-3-yl)-1-(4-(trifluoromethyl)phenyl)-1,3-dihydro-2H-imidazo[4,5-c]pyridin-2-one FC(C(=O)N1CC(C1)N1C(N(C2=C1C=NC=C2)C2=CC=C(C=C2)C(F)(F)F)=O)=C